thiodipropionic acid bislaurate C(CCCCCCCCCCC)(=O)O.C(CCCCCCCCCCC)(=O)O.S(CCC(=O)O)CCC(=O)O